The molecule is a prostaglandin carboxylic acid anion that is the conjugate base of prostaglandin E3, obtained by deprotonation of the carboxy group; major species at pH 7.3. It is a conjugate base of a prostaglandin E3. CC/C=C\\C[C@@H](/C=C/[C@H]1[C@@H](CC(=O)[C@@H]1C/C=C\\CCCC(=O)[O-])O)O